5-((3,4-dihydroisoquinoline-2(1H)-yl)methyl)-N-methoxy-N-methylfuran-2-carboxamide C1N(CCC2=CC=CC=C12)CC1=CC=C(O1)C(=O)N(C)OC